7-Bromo-3-nitro-1H-indole BrC=1C=CC=C2C(=CNC12)[N+](=O)[O-]